NC(N)C1(C(CCCC1)(C)C)C Diaminomethyltrimethylcyclohexan